C(C1=CC=CC=C1)SC1=CC=C(C=N1)CN1C(=NC2=C1C=CC=C2)C2=NON=C2C 3-(1-((6-(benzylthio)pyridin-3-yl)methyl)-benzimidazol-2-yl)-4-methyl-1,2,5-oxadiazole